tert-butyl (2R,3R)-3-((7-chloro-8-fluoro-2-(((2R,7aS)-2-fluorotetrahydro-1H-pyrrolizin-7a(5H)-yl)methoxy)pyrido[4,3-d]pyrimidin-4-yl)(methyl)amino)-2-vinylpyrrolidine-1-carboxylate ClC1=C(C=2N=C(N=C(C2C=N1)N([C@H]1[C@H](N(CC1)C(=O)OC(C)(C)C)C=C)C)OC[C@]12CCCN2C[C@@H](C1)F)F